OC[C@H]1CN(CCC1)C=O [(3R)-3-(hydroxymethyl)-1-piperidyl]methanone